7-Bromo-2-cyclopropyl-[1,2,4]triazolo[4,3-a]pyridin-3(2H)-one BrC1=CC=2N(C=C1)C(N(N2)C2CC2)=O